ClC=1C=CC(=C(C(=O)NCC2=C(C=C(C=C2)Cl)Cl)C1)O 5-Chloro-N-(2,4-dichlorobenzyl)-2-hydroxybenzamide